C(C)OC=CC=1C(=NC=CC1)C(=O)N (2-Ethoxyvinyl)pyridineamide